The molecule is a pentacyclic triterpenoid that is olean-12-ene in which the hydrogens at the 3beta and 16beta positions have been replaced by hydroxy groups. It has a role as a plant metabolite and an antitubercular agent. It is a pentacyclic triterpenoid and a diol. It derives from a hydride of an oleanane. C[C@]12CC[C@@H](C([C@@H]1CC[C@@]3([C@@H]2CC=C4[C@]3(C[C@@H]([C@@]5([C@H]4CC(CC5)(C)C)C)O)C)C)(C)C)O